N-(2-([3,3'-bipiperidin]-1-yl)-5-fluoropyrimidin-4-yl)-1H-indazol-5-amine N1(CC(CCC1)C1CNCCC1)C1=NC=C(C(=N1)NC=1C=C2C=NNC2=CC1)F